C(N)(=O)OC(CCCCC)OC(N)=O hexanediol dicarbamate